(4-(2-(piperidin-4-ylamino)-5-(trifluoromethyl)pyrimidin-4-yl)-1H-imidazol-1-yl)pyridinecarbonitrile N1CCC(CC1)NC1=NC=C(C(=N1)C=1N=CN(C1)C=1C(=NC=CC1)C#N)C(F)(F)F